3-aminoadamantan-1-yl (4-nitrophenyl) carbonate 2,2,2-trifluoroacetate FC(C(=O)O)(F)F.C(OC12CC3(CC(CC(C1)C3)C2)N)(OC2=CC=C(C=C2)[N+](=O)[O-])=O